C1(C(CC=CC1)C(=O)OCC(CCCC)CC)C(=O)OCC(CCCC)CC bis(2-ethylhexyl) 4-cyclohexene-1,2-dicarboxylate